FC1(CCN(CC1)C1=C(C=CC(=N1)N)C=1C=NN(C1)C)F 6-(4,4-difluoropiperidin-1-yl)-5-(1-methyl-1H-pyrazol-4-yl)pyridin-2-amine